methyl (E)-8-hydroxy-3-octenoate OCCCC/C=C/CC(=O)OC